CN1N=C(C(=C1)C)[C@@H](C1(CCCC1)C)NC1=C(C(C1=O)=O)NC1=C(C(=NC=C1)C(=O)N(C)C)O (R)-4-((2-(((1,4-dimethyl-1H-pyrazol-3-yl)(1-methylcyclopentyl)methyl)amino)-3,4-dioxocyclobut-1-en-1-yl)amino)-3-hydroxy-N,N-dimethylpicolinamide